N-[2-(2-aminoethoxy)ethyl]-4-[[3-[3-(difluoromethyl)-1-methylpyrazol-4-yl]imidazo[1,2-a]pyrazin-8-yl]amino]-2-ethylbenzamide NCCOCCNC(C1=C(C=C(C=C1)NC=1C=2N(C=CN1)C(=CN2)C=2C(=NN(C2)C)C(F)F)CC)=O